The molecule is a 2-acyl-sn-glycero-3-phosphocholine in which the acyl group is specified as (9S,11R)-epidioxy-(15S)-hydroperoxy-(5Z,13E)-prostadienoyl. It has a role as a human xenobiotic metabolite and a mouse metabolite. It is a 2-acyl-sn-glycero-3-phosphocholine, a prostanoid and a lipid hydroperoxide. It derives from a prostaglandin G2. CCCCC[C@@H](/C=C/[C@H]1[C@H]2C[C@@H]([C@@H]1C/C=C\\CCCC(=O)O[C@H](CO)COP(=O)([O-])OCC[N+](C)(C)C)OO2)OO